C(C1=CC=CC=C1)OC(=O)C(CCC(NCCCOCCOCCOCCCNC(OCC1C2=CC=CC=C2C=2C=CC=CC12)=O)=O)NC(CCCCCCCCCCCCCCCCC(=O)OC(C)(C)C)=O tert-butyl 22-((benzyloxy)carbonyl)-1-(9H-fluoren-9-yl)-3,19,24-trioxo-2,8,11,14-tetraoxa-4,18,23-triazahentetracontan-41-oate